[4-[4-(7-fluoroquinazolin-4-yl)-6-methyl-5,6-dihydro-1,3,4-oxadiazin-2-yl]-2-methoxyphenyl]boronic acid FC1=CC=C2C(=NC=NC2=C1)N1N=C(OC(C1)C)C1=CC(=C(C=C1)B(O)O)OC